C(C(C)C)OC1=CC=C(C=C1)OB(O)O (4-isobutyloxyphenyl)boric acid